7-chloro-5-(methoxycarbonyl)-4-methylspiro[1,3-benzodioxole-2,1'-cyclohexane]-4'-carboxylic acid ClC1=CC(=C(C2=C1OC1(CCC(CC1)C(=O)O)O2)C)C(=O)OC